(2S,4R)-4-Fluoro-N-(3-(pentafluoro-λ6-sulfanyl)phenyl)pyrrolidine-2-carboxamide F[C@@H]1C[C@H](NC1)C(=O)NC1=CC(=CC=C1)S(F)(F)(F)(F)F